2-(methylpentyl)-2-oxazoline CC(CCCC)C=1OCCN1